COC1=CC=C(C=C1)NC=1C(C2=CC=CC(=C2C(C1)=O)O)=O 2-(4-methoxyphenylamino)-5-hydroxynaphthalene-1,4-dione